ClC=1C=C(C=C(C1)Cl)C1=NC(=CC(=C1)CN1CCC(CC1)CNC(C)=O)OC=1C=NC(=CC1)N1CCN(CC1)CCS(=O)(=O)C N-((1-((2-(3,5-dichlorophenyl)-6-((6-(4-(2-(methylsulfonyl)ethyl)piperazin-1-yl)pyridin-3-yl)oxy)pyridin-4-yl)methyl)piperidin-4-yl)methyl)acetamide